zirconium oxysulfide O=S.[Zr]